C(#C)C1=CC=C(CNC(=O)[C@H]2N(C[C@@H](C2)O)C([C@@H](C(CCN2CCN(CC2)C(=O)OC(C)(C)C)(C)C)NC(=O)OC2=CC=CC=C2)=O)C=C1 Tert-butyl 4-((R)-5-((2S,4R)-2-((4-ethynylbenzyl)carbamoyl)-4-hydroxypyrrolidin-1-yl)-3,3-dimethyl-5-oxo-4-((phenoxycarbonyl)amino)pentyl)piperazine-1-carboxylate